2-bromo-1,3-di(methyl-d3)benzene BrC1=C(C=CC=C1C([2H])([2H])[2H])C([2H])([2H])[2H]